C(C)(=O)OCC=C(C)C 3-METHYL-2-BUTENYL ACETATE